1-(5-bromo-2-fluoro-4-methylphenyl)-3-(2-chlorophenyl)urea BrC=1C(=CC(=C(C1)NC(=O)NC1=C(C=CC=C1)Cl)F)C